ditolyl thioether C=1(C(=CC=CC1)SC1=C(C=CC=C1)C)C